4-({4-[6-(2,3-Dihydro-benzo[1,4]dioxin-5-yl)-2-methoxy-pyridin-3-ylamino]-benzylamino}-methyl)-pyrazole-1-carboxylic acid tert-butyl ester C(C)(C)(C)OC(=O)N1N=CC(=C1)CNCC1=CC=C(C=C1)NC=1C(=NC(=CC1)C1=CC=CC=2OCCOC21)OC